1-benzyl-5-nitropyrrole C(C1=CC=CC=C1)N1C=CC=C1[N+](=O)[O-]